(5-Cyclopropyl-1,3-oxazol-4-yl)(5-{[2-(4-isopropylphenyl)imidazo[1,2-a]pyrimidin-3-yl]methyl}-2,5-diazabicyclo[2.2.2]oct-2-yl)methanone C1(CC1)C1=C(N=CO1)C(=O)N1C2CN(C(C1)CC2)CC2=C(N=C1N2C=CC=N1)C1=CC=C(C=C1)C(C)C